3,6-dichloro-4-ethylpyridazine ClC=1N=NC(=CC1CC)Cl